(S)-N-(1-aminopropan-2-yl)-5,6-dimethyl-6H-pyrido[4,3-b]carbazole-9-carboxamide NC[C@H](C)NC(=O)C1=CC=2C=3C=C4C(=C(C3N(C2C=C1)C)C)C=CN=C4